(S)-N-(1-(1-(3-chlorobenzoyl)-2,3-dihydro-1H-indol-5-yl)ethyl)-4-chlorobenzamide ClC=1C=C(C(=O)N2CCC3=CC(=CC=C23)[C@H](C)NC(C2=CC=C(C=C2)Cl)=O)C=CC1